C(C1=CC=CC=C1)N1CCC(CC1)CCNC(=O)C1(CCN(CC1)C1=CC(=CC=C1)OC(F)(F)F)C N-[2-(1-benzylpiperidin-4-yl)ethyl]-4-methyl-1-[3-(trifluoromethoxy)phenyl]piperidine-4-carboxamide